2-(4-(1-(2,6-bis(benzyloxy)pyridin-3-yl)-3-(2-methoxyethyl)-2-oxo-2,3-dihydro-1H-benzo[d]imidazol-5-yl)phenyl)acetic acid C(C1=CC=CC=C1)OC1=NC(=CC=C1N1C(N(C2=C1C=CC(=C2)C2=CC=C(C=C2)CC(=O)O)CCOC)=O)OCC2=CC=CC=C2